aminodeoxyglucosamine NC1[C@H](N)[C@@H](O)[C@H](O)[C@H](O1)CO